C(C)(C)(C)OC(=O)N1C[C@H](CC1)OC1=C(C=C(C=C1)C(=O)OC)C1CCNCC1.FC1=CC=C(C=C1)CC(=O)NC1=CC(=C(C=C1)N1N=CC(=C1)F)S(N)(=O)=O 2-(4-Fluorophenyl)-N-[4-(4-fluoro-1H-pyrazol-1-yl)-3-sulfamoylphenyl]acetamide tert-butyl-(S)-3-(4-(methoxycarbonyl)-2-(piperidin-4-yl)phenoxy)pyrrolidine-1-carboxylate